1-methyl-5-((7-methyl-[1,2,4]triazolo[1,5-a]pyridin-6-yl)amino)-3-(tetrahydro-2H-pyran-4-yl)-1,3-dihydro-[1,2,5]thiadiazole CS1NC(CN1NC=1C(=CC=2N(C1)N=CN2)C)C2CCOCC2